C(C)OC(CC(=O)C=1OC=CC1)=O 3-(2-furyl)-3-oxo-propionic acid ethyl ester